N1N=C(C2=C1CCOC2)C(=O)OCC=C allyl 1,4,6,7-tetrahydropyrano[4,3-c]pyrazole-3-carboxylate